Cl.NCC1(CC1)NC(C1=C(C=C(C=C1)NC=1C=2N(C=CN1)C(=CN2)C2=C(C(=C(C=C2)OC)F)F)CC)=O N-(1-(aminomethyl)cyclopropyl)-4-((3-(2,3-difluoro-4-methoxyphenyl)imidazo[1,2-a]pyrazin-8-yl)amino)-2-ethylbenzamide hydrochloride